Cl.NCC1=C(C=CC(=C1)N)O 2-AMINOMETHYL-p-AMINOPHENOL HCl